1-(4-(Ethyl-d5)phenyl)-3-(1H-indol-3-yl)urea C(C([2H])([2H])[2H])(C1=CC=C(C=C1)NC(=O)NC1=CNC2=CC=CC=C12)([2H])[2H]